2-(5-(fluoromethyl)-1,3,4-thiadiazol-2-yl)isoindoline-1,3-dione FCC1=NN=C(S1)N1C(C2=CC=CC=C2C1=O)=O